2',3',4',5',6'-pentafluoro-[1,1'-biphenyl]-2,5-diol FC1=C(C(=C(C(=C1F)F)F)F)C=1C(=CC=C(C1)O)O